9-[3-(4,6-diphenyl-pyrimidine-2-yl)phenyl]-9'-phenyl-3,3'-bi-9H-carbazole C1(=CC=CC=C1)C1=NC(=NC(=C1)C1=CC=CC=C1)C=1C=C(C=CC1)N1C2=CC=CC=C2C=2C=C(C=CC12)C=1C=CC=2N(C3=CC=CC=C3C2C1)C1=CC=CC=C1